C(C)(C)(C)C1=C(C(=CC(=C1)C)C(C)(C)C)C(=O)O 2,6-di-tert-butyl-4-methyl-phenylformic acid